ClC=1C=NC(=NC1)C(=O)NC1=CC(=CC=C1)NC(=O)N1CCN(CC1)C1=NC=CC=N1 5-chloro-N-(3-(4-(pyrimidin-2-yl)piperazine-1-carboxamido)phenyl)pyrimidine-2-carboxamide